N-(4-fluoro-2-methylphenyl)acetamide CC1=C(C=CC(=C1)F)NC(=O)C